tert-butyl 2-(4-(7-chloro-4-(1H-imidazol-1-yl) quinolin-2-yl)-2-oxo-1,4-diazepan-1-yl)acetate ClC1=CC=C2C(=CC(=NC2=C1)N1CC(N(CCC1)CC(=O)OC(C)(C)C)=O)N1C=NC=C1